2,2,4-trimethyl-1,3-pentanediol dibenzoate C(C1=CC=CC=C1)(=O)OCC(C(C(C)C)OC(C1=CC=CC=C1)=O)(C)C